C(C(=O)OC)(=O)O[C@]1([C@@H](O[C@H]2[C@H]1O[Si](O[Si](OC2)(C(C)C)C(C)C)(C(C)C)C(C)C)N2C(NC(C=C2)=O)=O)C (6aR,8R,9R,9aR)-8-(2,4-dioxo-3H-pyrimidin-1-yl)-2,2,4,4-tetraisopropyl-9-methyl-tetrahydrofuro[3,2-f][1,3,5,2,4]trioxadisilocin-9-yl methyl oxalate